N-(2-(difluoromethoxy)-6-methylpyridin-3-yl)-1-(2-(1-(2-hydroxyethyl)piperidin-4-yl)acetyl)-3-(2-isopropylphenyl)azetidine-3-carboxamide FC(OC1=NC(=CC=C1NC(=O)C1(CN(C1)C(CC1CCN(CC1)CCO)=O)C1=C(C=CC=C1)C(C)C)C)F